FC(C1=CC=C(C=N1)OC=1C(=NC=CC1)C=1CCN(CC1)C(C=C)=O)(F)F 1-(3-((6-(trifluoromethyl)pyridin-3-yl)oxy)-3',6'-dihydro-[2,4'-bipyridin]-1'(2'H)-yl)prop-2-en-1-one